ClC=1C=C(C=2N=C(N(C(C2N1)=O)C)N1CCC(CC1)(F)F)[C@@H](C)N[S@](=O)C(C)(C)C (R)-N-((R)-1-(6-chloro-2-(4,4-difluoropiperidin-1-yl)-3-methyl-4-oxo-3,4-dihydropyrido[3,2-d]pyrimidin-8-yl)ethyl)-2-methylpropane-2-sulfinamide